5-bromo-N-[5-(2,2-difluoroethoxy)-4,6-dimethoxy-pyrimidin-2-yl]-1H-pyrrole-3-sulfonamide BrC1=CC(=CN1)S(=O)(=O)NC1=NC(=C(C(=N1)OC)OCC(F)F)OC